1-phenylvinyl-4-bromobenzenesulfonate C1(=CC=CC=C1)C(=C)OS(=O)(=O)C1=CC=C(C=C1)Br